O=C1OCCC1NC(=O)C1C[C@@H](CCC1C(C)C)C N-(R)-2-oxotetrahydrofuran-3-yl-(1R,2S,5R)-p-menthane-3-carboxamide